ClC1=CC2=C(C(=N1)C(=O)NC1C(CC1)(C)C)OCO2 6-chloro-N-(2,2-dimethylcyclobutyl)-[1,3]dioxolo[4,5-c]pyridine-4-carboxamide